7-((3R,5S)-3,5-dimethylpiperazin-1-yl)-2-(2-methylimidazo[1,2-b]pyridazin-6-yl)-4H-pyrido[1,2-a]pyrimidin-4-one C[C@@H]1CN(C[C@@H](N1)C)C=1C=CC=2N(C(C=C(N2)C=2C=CC=3N(N2)C=C(N3)C)=O)C1